N-(2-Chlorophenyl)-6-(1-(dimethylglycyl)piperidin-4-yl)imidazo[1,2-a]pyridine-3-carboxamide ClC1=C(C=CC=C1)NC(=O)C1=CN=C2N1C=C(C=C2)C2CCN(CC2)C(CN(C)C)=O